2-[(2E)-2-(aminomethyl)-3-fluoroprop-2-en-1-yl]-4-(5-[4-(morpholin-4-ylcarbonyl)phenyl]thiophen-2-ylmethyl)-2,4-dihydro-3H-1,2,4-triazol-3-one hydrochloride Cl.NC/C(/CN1N=CN(C1=O)CC=1SC(=CC1)C1=CC=C(C=C1)C(=O)N1CCOCC1)=C\F